OC/C=C(/C(=O)NCCCCNC(\C=C\C1=CC=C(C=C1)O)=O)\C (E)-4-hydroxy-N-(4-((E)-3-(4-hydroxyphenyl)acrylamido)butyl)-2-methylbut-2-enamide